Methyl 2-[4-[5-[bis(tert-butoxycarbonyl)amino]-4-cyano-1-isopropyl-pyrazol-3-yl]-3-chloro-phenyl]acetate C(C)(C)(C)OC(=O)N(C1=C(C(=NN1C(C)C)C1=C(C=C(C=C1)CC(=O)OC)Cl)C#N)C(=O)OC(C)(C)C